CC1=C(C=CC=C1C)N1CCN(CC1)C(CN1N=C(C2=C1CCC2)C(=O)N2C(CC(CC2)O)(C)C)=O 1-[4-(2,3-dimethylphenyl)piperazin-1-yl]-2-[3-(4-hydroxy-2,2-dimethylpiperidine-1-carbonyl)-5,6-dihydrocyclopenta[c]pyrazol-1(4H)-yl]ethan-1-one